(1R,2S,5R)-N-ethyl-2-isopropyl-5-methyl-cyclohexanecarboxamide C(C)NC(=O)[C@H]1[C@@H](CC[C@H](C1)C)C(C)C